FC(OC1=CC=CC=2C(N([C@H]3C=4N([C@@H](C21)C3)C3=C(N4)C=CC(=C3)C3=C(C(=C(C=C3)P(=O)(C)C)F)F)C([2H])([2H])[2H])=O)F (7R,14R)-1-(difluoromethoxy)-11-(4-(dimethylphosphoryl)-2,3-difluorophenyl)-6-(methyl-d3)-6,7-dihydro-7,14-methanobenzo[f]benzo[4,5]imidazo[1,2-a][1,4]diazocin-5(14H)-one